pentane bromide salt [Br-].CCCCC